2-chloro-6-((tetrahydro-4H-pyran-4-ylidene)methyl)pyrazine ClC1=NC(=CN=C1)C=C1CCOCC1